(trans)-4-(2-(4-(6-morpholino-4-phenylpyridin-2-yl)piperazin-1-yl)cyclohexyl)cyclohexanecarboxamide O1CCN(CC1)C1=CC(=CC(=N1)N1CCN(CC1)C1C(CCCC1)[C@@H]1CC[C@H](CC1)C(=O)N)C1=CC=CC=C1